CSC=1N=C2C(=NC1N1CCN(CC1)C(=O)OC(C)(C)C)C=NC=C2 tert-butyl 4-(2-methylsulfanylpyrido[3,4-b]pyrazin-3-yl)piperazine-1-carboxylate